FC(C1=CC=C(C=N1)C(C)N1C[C@@H](N(C[C@H]1CC)C=1C=2C(N(C(C1)=O)C)=CN(N2)CC#N)CC)F 2-(7-((2s,5r)-4-(1-(6-(difluoromethyl)pyridin-3-yl)ethyl)-2,5-diethylpiperazin-1-yl)-4-methyl-5-oxo-4,5-dihydro-2H-pyrazolo[4,3-b]pyridin-2-yl)acetonitrile